FC(C(=O)O)(F)F.ClC1=C(C(=O)N2COC3=C(C2)C=CC=C3C3=CC(=C(C(=O)OC)C=C3F)N3C2COCC3CC2)C(=CC(=C1)N1CC2(C1)CCNC2)Cl methyl 4-[3-[2,6-dichloro-4-(2,7-diazaspiro[3.4]octan-2-yl)benzoyl]-2,4-dihydro-1,3-benzoxazin-8-yl]-5-fluoro-2-(3-oxa-8-azabicyclo[3.2.1]octan-8-yl)benzoate 2,2,2-trifluoroacetate